CCCCCCCCCC1=CC=C(C=C1)[O-].[Na+] sodium p-nonylphenolate